6-chloro-5-fluoro-N-[(1R)-1-[2-[(4-methoxyphenyl)methylamino]-3-pyridyl]ethyl]-N-methyl-2-methylsulfonyl-pyrimidin-4-amine ClC1=C(C(=NC(=N1)S(=O)(=O)C)N(C)[C@H](C)C=1C(=NC=CC1)NCC1=CC=C(C=C1)OC)F